N-(5-(4-((2-(2,4-dihydroxy-5-isopropylbenzoyl)isoindolin-5-yl)methyl)piperazin-1-yl)pentyl)butyramide OC1=C(C(=O)N2CC3=CC=C(C=C3C2)CN2CCN(CC2)CCCCCNC(CCC)=O)C=C(C(=C1)O)C(C)C